NC1=C(C2=C(N(C(N(C2=O)C=2N=NC(=CC2)OC)=O)CC2=C(C=CC=C2F)F)S1)CN(C)C 6-amino-1-[(2,6-difluorophenyl)methyl]-5-[(dimethylamino)methyl]-3-(6-methoxypyridazin-3-yl)thieno[2,3-d]pyrimidine-2,4-dione